N1C=C(C2=NC=CC=C21)\C=C/2\C(N(C(S2)=S)CC)=O (Z)-5-((1H-pyrrolo[3,2-b]pyridin-3-yl)methylene)-3-ethyl-2-thioxothiazolidin-4-one